Cl.NCC1=NNC(C2=CC=C(C=C12)C=1C=NN(C1N1C(C2(C3=CC=C(C(=C13)F)Cl)CC2)=O)C)=O 1'-(4-(4-(aminomethyl)-1-oxo-1,2-dihydro-phthalazin-6-yl)-1-methyl-1H-pyrazol-5-yl)-6'-chloro-7'-fluoro-spiro[cyclopropan-1,3'-indoline]-2'-one hydrochloride